OC(C=CC=O)CC 4-hydroxyhex-2-enal